CN1N=C(C(=C1)C(=O)OCC)NC1=CC=C(C=C1)C(F)(F)F ethyl 1-methyl-3-((4-(trifluoromethyl)phenyl)amino)-1H-pyrazole-4-carboxylate